BrC1=C2C(=NC=C1)NC(C2(NC)C)=O 4-bromo-3-methyl-3-(methylamino)-1H-pyrrolo[2,3-b]pyridin-2-one